(S)-2-(3-((4,6-diamino-1,3,5-triazin-2-yl)oxy)pyrrolidin-1-yl)-N-(3-(2-((1,5-dimethyl-1H-pyrazol-3-yl)amino)-5-methylpyrimidin-4-yl)-1H-indol-7-yl)acetamide NC1=NC(=NC(=N1)N)O[C@@H]1CN(CC1)CC(=O)NC=1C=CC=C2C(=CNC12)C1=NC(=NC=C1C)NC1=NN(C(=C1)C)C